C(C=C)(=O)OCCC1C(OC1)C(C(F)(F)F)(F)F 3-(2-acryloyloxyethyl)-2-pentafluoroethyl-oxetane